methyl 4-((4-cyano-2-fluorophenyl) sulfonamido)-3-(4-fluorophenyl)-1-methyl-1H-pyrazole-5-carboxylate C(#N)C1=CC(=C(C=C1)S(=O)(=O)NC=1C(=NN(C1C(=O)OC)C)C1=CC=C(C=C1)F)F